tert-butyl (2-(2-(2-((allyloxy)methyl)-5-chlorophenyl)-2-oxoethoxy)ethyl)carbamate C(C=C)OCC1=C(C=C(C=C1)Cl)C(COCCNC(OC(C)(C)C)=O)=O